ClC1=CC(=CC=2N=C(OC21)C2=C(C(=CC=C2)C=2C=NC=C(C2C)NC(=O)C=2SC=1CN(CCC1N2)C)C)COC(=O)C2CNCC2 ((7-chloro-2-(2-methyl-3-(4-methyl-5-(5-methyl-4,5,6,7-tetrahydrothiazolo[5,4-c]pyridine-2-carboxamido)pyridin-3-yl)phenyl)benzo[d]oxazol-5-yl)methyl)pyrrolidine-3-carboxylate